[C@@H]1([C@H](O)[C@H](O)[C@@H](CO)O1)N1C=NC=2C(O)=NC=NC12.[Na].[Na] Dinatrium inosin